di-tert-butyl peroxide methyl-benzoylformate COC(=O)C(C1=CC=CC=C1)=O.C(C)(C)(C)OOC(C)(C)C